2-(7-((1S,2S)-2-hydroxycyclopentyl)-6,7-dihydro-5H-pyrrolo[2,3-c]pyridazin-3-yl)-3-methyl-5-(trifluoromethyl)phenol O[C@@H]1[C@H](CCC1)N1CCC2=C1N=NC(=C2)C2=C(C=C(C=C2C)C(F)(F)F)O